4-phenylphenylmethylalanine C1(=CC=CC=C1)C1=CC=C(C=C1)CN[C@@H](C)C(=O)O